6-[4-amino-1-(3-methoxypropyl)pyrazolo[3,4-d]pyrimidin-3-yl]-N-methyl-1H-indole-2-carboxamide NC1=C2C(=NC=N1)N(N=C2C2=CC=C1C=C(NC1=C2)C(=O)NC)CCCOC